COC(=O)C=1N(N=C2C(=CC=CC12)O)C[C@@H](C(C)(C)C)NC(=O)OC(C)(C)C (R)-2-(2-((tert-Butoxycarbonyl)amino)-3,3-dimethylbutyl)-7-hydroxy-2H-indazole-3-carboxylic acid methyl ester